ClC1=C(C#N)C=CC(=C1)S(=O)(=O)C 2-chloro-4-methanesulfonylbenzonitrile